CC1=CC=C(C=C1)NC(N)=O N'-(4-methylphenyl)urea